4-amino-N-(cyclobutylmethyl)-N-((5-(trifluoromethyl)pyridin-2-yl)methyl)imidazo[1,5-a]quinoxaline-8-carboxamide NC=1C=2N(C3=CC(=CC=C3N1)C(=O)N(CC1=NC=C(C=C1)C(F)(F)F)CC1CCC1)C=NC2